2-(4-chlorobenzyl)-6-(2-fluoro-4-methoxyphenyl)pyridazin-3(2H)-one ClC1=CC=C(CN2N=C(C=CC2=O)C2=C(C=C(C=C2)OC)F)C=C1